C(C)OC1=CC(=NC=C1F)[C@H](C)N1C(C2=CC(=CC(=C2CC1)N1CCCC1)CN1C(=NC=C1)NC)=O (S)-2-(1-(4-ethoxy-5-fluoropyridin-2-yl)ethyl)-7-((2-(methylamino)-1H-imidazol-1-yl)methyl)-5-(pyrrolidin-1-yl)-3,4-dihydroisoquinolin-1(2H)-one